6-(1-((R)-1-((R)-1-acryloylpyrrolidine-3-carbonyl)pyrrolidin-3-yl)-1H-pyrazol-4-yl)-4-methoxypyrazolo[1,5-a]pyridine-3-carbonitrile C(C=C)(=O)N1C[C@@H](CC1)C(=O)N1C[C@@H](CC1)N1N=CC(=C1)C=1C=C(C=2N(C1)N=CC2C#N)OC